5-(4-(2-(isopropylamino)-2-oxoethyl)-4,7-diazaspiro[2.5]oct-7-yl)-N-methyl-7-(trifluoromethyl)thieno[3,2-b]pyridine-3-carboxamide C(C)(C)NC(CN1C2(CC2)CN(CC1)C1=CC(=C2C(=N1)C(=CS2)C(=O)NC)C(F)(F)F)=O